FC(N1OC=2C(CCC1C(=O)NC1=C3[C@@H](CC(C3=CC=C1)(C)C)C)CC=CC2)F 2-(difluoromethyl)-N-[(3R)-1,1,3-trimethylindan-4-yl]tetrahydrobenzoxazepine-3-carboxamide